2-BROMO-4-CHLORO-1-(1,1,2,2-TETRAFLUOROETHOXY)BENZENE Zinc [Zn].BrC1=C(C=CC(=C1)Cl)OC(C(F)F)(F)F